C(C)C1=C(N=CC(=N1)C(=O)N)NC1CCOCC1 6-ethyl-5-((tetrahydro-2H-pyran-4-yl)amino)pyrazine-2-carboxamide